N-[(1S,3R)-3-[4-(chloromethyl)-5-methyl-1,3-oxazol-2-yl]-3-({2'-hydroxy-[1,1'-biphenyl]-3-yl}methyl)cyclopentyl]-N-[(4-methoxyphenyl)methyl]methanesulfonamide ClCC=1N=C(OC1C)[C@@]1(C[C@H](CC1)N(S(=O)(=O)C)CC1=CC=C(C=C1)OC)CC=1C=C(C=CC1)C1=C(C=CC=C1)O